(S)-N-(3-(2-((1,5-dimethyl-1H-pyrazol-3-yl)amino)-5-methylpyrimidin-4-yl)-1H-indol-7-yl)-2-(3-(4-(2-phenylpropan-2-yl)phenoxy)pyrrolidin-1-yl)acetamide CN1N=C(C=C1C)NC1=NC=C(C(=N1)C1=CNC2=C(C=CC=C12)NC(CN1C[C@H](CC1)OC1=CC=C(C=C1)C(C)(C)C1=CC=CC=C1)=O)C